ClC=1C=CC=C2C(C=C(OC12)C1=C(C=C(C(=C1)OC)OC)O)=O 8-chloro-2-(2-hydroxy-4,5-dimethoxy-phenyl)chromen-4-one